(+/-)-6-hydroxy-2,5,7,8-tetramethylchroman-2-carboxylic acid OC=1C(=C2CC[C@@](OC2=C(C1C)C)(C(=O)O)C)C |r|